FC=1C=C(C=CC1C1=NC=2C=CNC(C2C(=C1)NC1=C(C=C2CCNCC2=C1)OC)=O)NC(=O)C1CCCCC1 N-(3-fluoro-4-(4-((6-methoxy-1,2,3,4-tetrahydro-isoquinolin-7-yl)amino)-5-oxo-5,6-dihydro-1,6-naphthyridin-2-yl)phenyl)cyclohexane-carboxamide